C[C@@H]1N[C@@H](CC(C1)=O)C=1N=NN(C1)C (2S,6S)-2-methyl-6-(1-methyl-1H-1,2,3-triazol-4-yl)piperidin-4-one